BrC1=CN=CN1C 5-bromo-1-methyl-1H-imidazole